(4-ethoxy-3-fluoro-phenyl)-[2-(2-pyridyl)-7,8-dihydro-5H-pyrido[4,3-d]pyrimidin-6-yl]methanone C(C)OC1=C(C=C(C=C1)C(=O)N1CC2=C(N=C(N=C2)C2=NC=CC=C2)CC1)F